ClC=1C=C2C(=NC1C(=O)N1CCNCC1)NC=C2C(=O)[C@H]2C[C@H](N(CC2)C2=NC=C(C=C2Cl)F)C |r| {5-chloro-3-[(2RS,4RS)-1-(3-chloro-5-fluoropyridin-2-yl)-2-methylpiperidine-4-carbonyl]-1H-pyrrolo[2,3-b]pyridin-6-yl}(piperazin-1-yl)methanone